4-fluoro-7-methyl-N-(3-(4-morpholinopiperidin-1-yl)phenyl)-1H-indole FC1=C2C=CN(C2=C(C=C1)C)C1=CC(=CC=C1)N1CCC(CC1)N1CCOCC1